C(OCCN)([2H])([2H])[2H] 2-(methoxy-d3)ethan-1-amine